Cl.N1C(CC2=C1C=CC=C2)=O benzo[d]Azole-2(3H)-one hydrochloride